C(C1=CC=CC=C1)N(C(C(CC=C(C)C)=C)=O)C1=CC=C(C=C1)Br N-benzyl-N-(4-bromophenyl)-5-methyl-2-methylenehex-4-enamide